(2,5-difluoro-4-(prop-2-yn-1-ylamino)phenyl)dimethylphosphine oxide FC1=C(C=C(C(=C1)NCC#C)F)P(C)(C)=O